2-hydroxy-3-methoxy-5-(1-(tetrahydro-2H-pyran-4-yl)-1H-pyrazol-4-yl)benzaldehyde OC1=C(C=O)C=C(C=C1OC)C=1C=NN(C1)C1CCOCC1